C=1(C(=CC=CC1)C(=O)OCCCCCC(C)C)C(=O)OCCCCCC(C)C 1,2-benzenedicarboxylic acid, diisooctyl ester